FC(C=1C=C(C=C(C1)C(F)(F)F)C=1N=NN(C1)C=C(C(=O)[O-])Br)(F)F 3-(3,5-bis(trifluoromethyl)phenyl-triazol-1-yl)-2-bromoacrylate